2-HYDROXY-3-NITRO-PROPANOIC ACID OC(C(=O)O)C[N+](=O)[O-]